3-(4-((3-fluorophenyl)amino)-6-(pyridin-3-yl)pyrimidin-2-yl)azepan FC=1C=C(C=CC1)NC1=NC(=NC(=C1)C=1C=NC=CC1)C1CNCCCC1